1-(2-(((6-chloropyrimidin-4-yl)oxy)methyl)-6-cyclopropylimidazo[1,2-a]pyridin-8-yl)-3-methylimidazolidine-2,4-dione ClC1=CC(=NC=N1)OCC=1N=C2N(C=C(C=C2N2C(N(C(C2)=O)C)=O)C2CC2)C1